6-amino-5-fluoro-3-methylquinazolin NC1=C(C2=CN(CN=C2C=C1)C)F